(2R)-N-((S)-(5-fluoro-6-(2,2,2-trifluoroethoxy)pyridin-3-yl)(5-fluoro-6-(trifluoromethyl)pyridin-2-yl)methyl)-2-methyl-3-oxopiperazine-1-carboxamide FC=1C=C(C=NC1OCC(F)(F)F)[C@H](NC(=O)N1[C@@H](C(NCC1)=O)C)C1=NC(=C(C=C1)F)C(F)(F)F